BrC1=C2CCNCC2=CC=C1 5-Bromo-1,2,3,4-tetrahydroisoquinoline